1-((3S,4R)-3-fluoro-4-((4-((2-fluoro-4-((1-(6-methylpyridin-3-yl)-1H-pyrazol-3-yl)oxy)phenyl)amino)-7-methoxyquinazolin-6-yl)oxy)piperidin-1-yl)prop-2-en-1-one F[C@H]1CN(CC[C@H]1OC=1C=C2C(=NC=NC2=CC1OC)NC1=C(C=C(C=C1)OC1=NN(C=C1)C=1C=NC(=CC1)C)F)C(C=C)=O